methyl 1-((2-(trimethylsilyl) ethoxy) methyl)-1H-imidazole-4-carboxylate C[Si](CCOCN1C=NC(=C1)C(=O)OC)(C)C